FC1=C(C=C(C(=C1NC(=O)C1=CN=C2N1C=C(C=C2)N2CCNCC2)C)F)C2=NOC(=N2)C2CN(C2)C(=O)OC methyl 3-(3-(2,5-difluoro-4-methyl-3-(6-(piperazin-1-yl)imidazo[1,2-a]pyridine-3-carboxamido)phenyl)-1,2,4-oxadiazol-5-yl)azetidine-1-carboxylate